5-[5-(4-bromophenyl)-1-[2-(trifluoromethyl)phenyl]pyrrol-2-yl]-N-[2-(dimethylamino)ethyl]pyridine-2-carboxamide BrC1=CC=C(C=C1)C1=CC=C(N1C1=C(C=CC=C1)C(F)(F)F)C=1C=CC(=NC1)C(=O)NCCN(C)C